BrC=1C=C2C(=CC(=NC2=CC1)C=1OC(=CC1)C)C(=O)N1CCC2(CCN(CC2)C(C)=O)CC1 (9-(6-bromo-2-(5-methylfuran-2-yl)quinoline-4-carbonyl)-3,9-diazaspiro[5.5]undec-3-yl)ethan-1-one